2-({(1S)-1-cyano-2-[4-(3,7-dimethyl-2-oxo-2,3-dihydro-1,3-benzoxazol-5-yl)phenyl]ethyl}carbamoyl)-1,4-oxazepane-4-carboxylate C(#N)[C@H](CC1=CC=C(C=C1)C=1C=C(C2=C(N(C(O2)=O)C)C1)C)NC(=O)C1OCCCN(C1)C(=O)[O-]